N-(5-bromobenzo[d]thiazol-2-yl)-5-nitrothiophene-2-carboxamide BrC=1C=CC2=C(N=C(S2)NC(=O)C=2SC(=CC2)[N+](=O)[O-])C1